(R)-4-((2-(3-aminopiperidin-1-yl)-1H-benzo[d]imidazol-1-yl)methyl)-3-chlorobenzonitrile N[C@H]1CN(CCC1)C1=NC2=C(N1CC1=C(C=C(C#N)C=C1)Cl)C=CC=C2